ClC1=CC=C(C=C1)C=1N=NN(C1)C(C(=O)NC1=C(C=C(C=C1)[N+](=O)[O-])C#N)=C 2-(4-(4-chlorophenyl)-1H-1,2,3-triazol-1-yl)-N-(2-cyano-4-nitrophenyl)acrylamide